(S)-4-(trifluoromethyl)-1,2,3-oxathiazolidine-3-carboxylic acid benzyl ester 2,2-dioxide C(C1=CC=CC=C1)OC(=O)N1S(OC[C@H]1C(F)(F)F)(=O)=O